1-(difluoromethyl)-4-[(1R,2R)-2-(4,4,5,5-tetramethyl-1,3,2-dioxaborolan-2-yl)cyclopropyl]pyrazole FC(N1N=CC(=C1)[C@H]1[C@@H](C1)B1OC(C(O1)(C)C)(C)C)F